C(C)(C)(C)C1=CC(=C(C=C1OC)CC1=NC2=C(N1)C=CC(=C2)C(=O)NCCC(F)(F)F)F 2-[(4-tert-butyl-2-fluoro-5-methoxy-phenyl)methyl]-N-(3,3,3-trifluoropropyl)-1H-benzimidazole-5-carboxamide